(E)-9-(benzylideneamino)-2-morpholino-N-(pyridin-4-yl)-9H-purin-6-amine C(/C1=CC=CC=C1)=N\N1C2=NC(=NC(=C2N=C1)NC1=CC=NC=C1)N1CCOCC1